tert-Butyl 3-[3-fluoro-4-(trifluoromethyl)phenyl]azetidine-1-carboxylate FC=1C=C(C=CC1C(F)(F)F)C1CN(C1)C(=O)OC(C)(C)C